ClC1=C(C=CC(=C1)N[C@H]1C(NC(CC1)=O)=O)N1CCC(CC1)(O)CC(=O)N1CCNCC1 4-[2-[1-[2-chloro-4-[[(3R)-2,6-dioxo-3-piperidyl]amino]phenyl]-4-hydroxy-4-piperidyl]acetyl]piperazin